allyl 1,2,4-triazole-carboxylate N1N=C(N=C1)C(=O)OCC=C